COC(=O)C1=CN=CN1C(CCC)C1=CC=C(C=C1)C1=CC=C(C=C1)C(F)(F)F 1-(1-(4'-(trifluoromethyl)-[1,1'-biphenyl]-4-yl)butyl)-1H-imidazole-5-carboxylic acid methyl ester